ClC1=C(N=C(NC1=O)C1=CC=NC=C1)N1C(CNCC1)C(F)F 5-chloro-4-[2-(difluoromethyl)piperazin-1-yl]-2-(4-pyridinyl)-1H-pyrimidin-6-one